C(#N)C=1C=C(C=CC1OCC(C)C)C=1SC(=C(N1)C)C(=O)O 2-[3-cyano-4-(2-methylpropoxy)phenyl]-4-methyl-1,3-thiazole-5-carboxylic acid